[TeH].[K+] potassium hydride telluride